4-(cyclopentylmethyl)-3-[2-(methylsulfanyl)-5-[2-(triisopropylsilyl)ethynyl]pyrido[2,3-d]pyrimidin-7-yl]-1,3-oxazolidin-2-one C1(CCCC1)CC1N(C(OC1)=O)C=1C=C(C2=C(N=C(N=C2)SC)N1)C#C[Si](C(C)C)(C(C)C)C(C)C